6-(2-hydroxy-4-fluorobenzylamino)-9-β-D-arabinofuranosylpurine OC1=C(CNC2=C3N=CN(C3=NC=N2)[C@H]2[C@@H](O)[C@H](O)[C@H](O2)CO)C=CC(=C1)F